S1N=NC2=C1C=NS2 isothiazolo[5,4-d]-1,2,3-thiadiazole